ClC1=CC=C(C=C1)NC1=CC(=NC=C1)C1=CC=C2C=CC(=C(C2=C1)NCC(C#N)=C)OC 2-{[(7-{4-[(4-chlorophenyl)amino]pyridin-2-yl}-2-methoxynaphthalen-1-yl)amino]methyl}prop-2-enenitrile